2-(4-(3-(trifluoromethyl)-3H-diazin-3-yl)phenyl)ethane-1-amine FC(C1(NN=CC=C1)C1=CC=C(C=C1)CCN)(F)F